(1S)-(-)-camphanic chloride C[C@@]12CC[C@@](C1(C)C)(OC2=O)C(=O)Cl